N-[3-(3,5-dimethylisoxazol-4-yl)-4-(1-methylazetidin-3-yl)oxy-phenyl]cyclopropanecarboxamide CC1=NOC(=C1C=1C=C(C=CC1OC1CN(C1)C)NC(=O)C1CC1)C